ClC1=CC=2C=C3N(C(=NN(C3=O)CC(=O)N[C@H]3CN(CCC3)C3CC3)C3CC3)C2S1 (R)-2-(2-CHLORO-8-CYCLOPROPYL-5-OXOTHIENO[3',2':4,5]PYRROLO[1,2-D][1,2,4]TRIAZIN-6(5H)-YL)-N-(1-CYCLOPROPYLPIPERIDIN-3-YL)ACETAMIDE